FC(C=1SC(=CN1)C(F)(F)F)(F)F 2,5-bis(trifluoromethyl)-1,3-thiazol